(E)-N-(5-(3-cyano-4-(4-(4-oxopent-2-enoyl)piperazin-1-yl)quinoline-6-yl)-2-methoxypyridin-3-yl)-2,6-difluorobenzenesulfonamide C(#N)C=1C=NC2=CC=C(C=C2C1N1CCN(CC1)C(\C=C\C(C)=O)=O)C=1C=C(C(=NC1)OC)NS(=O)(=O)C1=C(C=CC=C1F)F